NC1=CC=C(C=C1)OCC para-aminophenetole